N-(9-Azabicyclo[3.3.1]non-3-yl)-6-(2,7-dimethyl-2H-indazol-5-yl)-N-methyl[1,3]thiazolo[4,5-c]pyridin-2-amin-Hydrochlorid Cl.C12CC(CC(CCC1)N2)N(C=2SC1=C(C=NC(=C1)C1=CC3=CN(N=C3C(=C1)C)C)N2)C